C(C)(C)(C)[C@](N(C)C(\C=C\CBr)=O)(C)C(=O)O (E)-tert-butyl-N-(4-bromobut-2-enoyl)-N-methyl-L-alanine